Ethyl 5-(dimethylamino)-2-((dimethylamino) methylene)-4-(4-fluorophenyl)-3-oxopentane-4-enoate CN(C=C(C(C(C(=O)OCC)=CN(C)C)=O)C1=CC=C(C=C1)F)C